ClC=1C=C(NC2(CCC3(C(CC4=CC=CC=C34)CCCOC=3C=C4CC(N(C4=CC3)C)=O)CC2)C(=O)O)C=CC1 (1r,4r)-4-(3-Chloroanilino)-2'-{3-[(1-methyl-2-oxo-2,3-dihydro-1H-indol-5-yl)oxy]propyl}-2',3'-dihydrospiro[cyclohexane-1,1'-indene]-4-carboxylic acid